FC(OC=1C=CC(=NC1)C=1N(C(=NN1)C1CC(C1)NC(=O)C1=NC2=CC=NC=C2C=C1)C1=C(C=CC=C1)F)F N-((1S,3r)-3-(5-(5-(difluoromethoxy)pyridin-2-yl)-4-(2-fluorophenyl)-4H-1,2,4-triazol-3-yl)cyclobutyl)-1,6-naphthyridine-2-carboxamide